The molecule is a hydroxycoumarin that is 4,7-dihydroxycoumarin bearing an additional amino substituent at positions 3. It has a role as a metabolite. It is a conjugate acid of a 3-amino-4,7-dihydroxycoumarin(1-). C1=CC2=C(C=C1O)OC(=O)C(=C2O)N